3-chloro-4-(6-cyano-5-fluoropyridin-2-yl)-N-(3-hydroxy-3-(trifluoromethyl)cyclobutyl)benzenesulfonamide ClC=1C=C(C=CC1C1=NC(=C(C=C1)F)C#N)S(=O)(=O)NC1CC(C1)(C(F)(F)F)O